ethyl-3-(1-methyl-1H-imidazol-4-yl)-1-(4-(trifluoromethyl)phenyl)-1H-indole-5-sulfonamide C(C)C=1N(C2=CC=C(C=C2C1C=1N=CN(C1)C)S(=O)(=O)N)C1=CC=C(C=C1)C(F)(F)F